N-(4-bromo-2-fluorophenyl)-6-methoxy-7-[(1-methylpiperidin-4-yl)methoxy]quinazolin-4-amine BrC1=CC(=C(C=C1)NC1=NC=NC2=CC(=C(C=C12)OC)OCC1CCN(CC1)C)F